1,3-diphenyl-1,3-propanedion C1(=CC=CC=C1)C(CC(=O)C1=CC=CC=C1)=O